Ethyl 4-(4-bromophenyl)-2-methyl-4,5-dihydrofuran-3-carboxylate BrC1=CC=C(C=C1)C1C(=C(OC1)C)C(=O)OCC